4-(4-(2-(2,6-dioxopiperidin-3-yl)-1-oxoisoindolin-5-yl)benzyl)piperazine O=C1NC(CCC1N1C(C2=CC=C(C=C2C1)C1=CC=C(CN2CCNCC2)C=C1)=O)=O